3-[4-[1-(2-piperazin-1-ylethyl)-4-piperidyl]anilino]piperidine-2,6-dione N1(CCNCC1)CCN1CCC(CC1)C1=CC=C(NC2C(NC(CC2)=O)=O)C=C1